The molecule is the D-enantiomer of xylulose 5-phosphate. It has a role as an Escherichia coli metabolite and a mouse metabolite. It derives from a D-xylulose. It is a conjugate acid of a D-xylulose 5-phosphate(2-). It is an enantiomer of a L-xylulose 5-phosphate. C([C@H]([C@@H](C(=O)CO)O)O)OP(=O)(O)O